3-[3-[tert-butyl(diphenyl)silyl]oxypropyl]-6-chloro-5-fluoro-4-methyl-2H-2,7-naphthyridin-1-one [Si](C1=CC=CC=C1)(C1=CC=CC=C1)(C(C)(C)C)OCCCC=1NC(C2=CN=C(C(=C2C1C)F)Cl)=O